C(C)(C)(C)C=1N=C(N(C1)C(=O)NCC(C)C)OC (tert-butyl)-N-isobutyl-2-methoxy-1H-imidazole-1-carboxamide